1-neopentylpiperidine-2,4-dione C(C(C)(C)C)N1C(CC(CC1)=O)=O